ClC1=C2C(=NC=C1)NC(=C2)C2=CC(=C(C(=O)N)C(=C2)F)F 4-(4-chloro-1H-pyrrolo[2,3-b]pyridin-2-yl)-2,6-difluorobenzamide